C1=CC(=C2C(=CC=C3C4=CC=C(C=5C(=CC=C(C1=C23)C45)C(=O)O)C(=O)O)C(O)=N)C(O)=N 3,4,9,10-perylenetetracarboxylic acid diimine